C(C1=CC=CC=C1)N1C(=NC=2C(=[N+](C=3C=CC=CC3C21)[O-])N)CCCC 1-benzyl-2-butyl-5-oxido-imidazo[4,5-c]quinolin-5-ium-4-amine